N1(N=CC=C1)C/C=C/CNC(=O)C1=NOC(=C1)C=1OC=CC1 (E)-N-(4-(1H-pyrazol-1-yl)but-2-en-1-yl)-5-(furan-2-yl)isoxazole-3-carboxamide